(S)-3-(2-fluoro-4-chlorophenyl)-N-(7-(3-hydroxy-3-methylbut-1-yn-1-yl)-5-methyl-4-Oxo-2,3,4,5-tetrahydrobenzo[b][1,4]oxazepine-3-yl)imidazo[2,1-b]thiazole-6-carboxamide FC1=C(C=CC(=C1)Cl)C=1N2C(SC1)=NC(=C2)C(=O)N[C@@H]2C(N(C1=C(OC2)C=CC(=C1)C#CC(C)(C)O)C)=O